1,3-dimethyl-4-{2-(methyl sulfonyl)-4-(trifluoromethyl)benzoyl}-1H-pyrazol-5-yl 1,3-dimethyl-1H-pyrazole-4-carboxylate CN1N=C(C(=C1)C(=O)OC1=C(C(=NN1C)C)C(C1=C(C=C(C=C1)C(F)(F)F)S(=O)(=O)C)=O)C